COC(=O)[C@@H]1CC[C@H](CC1)C1=NN=C(N1C)COC1=CC(=CC=C1)C(F)(F)F Trans-4-(4-methyl-5-{[3-(trifluoromethyl)phenoxy]methyl}-4H-1,2,4-triazol-3-yl)cyclohexanecarboxylic acid methyl ester